C(C)(C)(C)SC=1C(=CC=2N(C1)C=CN2)OC(F)F 6-(tert-butylthio)-7-(difluoromethoxy)imidazo[1,2-a]pyridine